glucose sodium heptanoate C(CCCCCC)(=O)[O-].[Na+].O=C[C@H](O)[C@@H](O)[C@H](O)[C@H](O)CO